tert-butyl (S)-3-amino-8-methyl-7,8-dihydro-1,6-naphthyridine-6(5H)-carboxylate NC=1C=NC=2[C@H](CN(CC2C1)C(=O)OC(C)(C)C)C